aminoethyl-aminoethyl-aminopropyl-methyl-dimethoxysilane 2-[[4-(4-pyridinyl)piperazin-1-yl]methyl]-1,3-benzoxazoleformate N1=CC=C(C=C1)N1CCN(CC1)CC1(OC2=C(N1)C=CC=C2)C(=O)O.NCCC(O[Si](OC)(C)CCCN)CCN